2,4,6-tris(6-phenyl-9-(pyrimidin-4-yl)-9H-carbazol-3-yl)-1,3,5-triazine C1(=CC=CC=C1)C=1C=C2C=3C=C(C=CC3N(C2=CC1)C1=NC=NC=C1)C1=NC(=NC(=N1)C=1C=CC=2N(C3=CC=C(C=C3C2C1)C1=CC=CC=C1)C1=NC=NC=C1)C=1C=CC=2N(C3=CC=C(C=C3C2C1)C1=CC=CC=C1)C1=NC=NC=C1